COCCOC=1C=C2C(=NC=NC2=CC1OCCOC)N/N=C/C1=CC=C(C=C1)C (E)-6,7-bis(2-methoxyethoxy)-4-(2-(4-methylbenzylidene)hydrazino)quinazoline